F[B-](F)(F)F.O(C1=CC=CC=C1)C1=CC=C(C=C1)S1C=2C=CC=CC2SC2=CC=CC=C12 5-(4-phenoxyphenyl)thianthrene tetrafluoroborate